(S)-5-Bromo-N-(2-hydroxy-3-(2-(methoxymethyl)pyrrolidine-1-carbonyl)-5-(trifluoromethoxy)phenyl)-2-methoxybenzenesulfonamide BrC=1C=CC(=C(C1)S(=O)(=O)NC1=C(C(=CC(=C1)OC(F)(F)F)C(=O)N1[C@@H](CCC1)COC)O)OC